FC(C(=O)O)(F)F.[N+](=O)([O-])C=1C=C2C=NN=C(C2=CC1)N1C[C@@H](CC1)N (R)-1-(6-nitrophthalazin-1-yl)pyrrolidin-3-amine 2,2,2-trifluoroacetate